CC1=C(C=NO1)C(=O)NC1=NN(C2=CC=CC=C12)CC1=CC=C(C=C1)C(F)(F)F 5-methyl-N-(1-(4-(trifluoromethyl)benzyl)-1H-indazol-3-yl)isoxazole-4-carboxamide